2-{4-[2-(5-methyl-3-trifluoromethyl-pyrazol-1-yl)-acetyl]-piperazin-1-yl}-5,6-dihydro-4H-benzothiazol-7-one-O-(3-chloro-benzyl) oxime ClC=1C=C(CON=C2CCCC=3N=C(SC32)N3CCN(CC3)C(CN3N=C(C=C3C)C(F)(F)F)=O)C=CC1